BrC1=CC=C2C(=NC(=NC2=C1OC1CC1)OC[C@H]1N(CCC1)C)C1(N(C(CNC1)Cl)C(=O)[O-])C 7-bromo-6-chloro-8-cyclopropoxy-2-((((S)-1-methylpyrrolidin-2-yl) methoxy) quinazolin-4-yl)-2-methylpiperazine-1-carboxylate